FC1=C(C(=CC(=C1)OC)F)C1=C(C(N(N1C)C1=C(C=CC=C1F)F)=O)NC(C1=CC=C(C=C1)OC(F)(F)F)=O N-[5-(2,6-difluoro-4-methoxyphenyl)-2-(2,6-difluorophenyl)-1-methyl-3-oxo-2,3-dihydro-1H-pyrazol-4-yl]-4-(trifluoromethoxy)benzamide